(6-((4-chlorobenzofuran-7-yl)methoxy)-5-fluoropyridin-2-yl)piperidine-1-carboxylic acid tert-butyl ester C(C)(C)(C)OC(=O)N1C(CCCC1)C1=NC(=C(C=C1)F)OCC1=CC=C(C=2C=COC21)Cl